5-bromo-6-methyl-4-nitro-2,3-dihydro-1H-indene BrC=1C(=C2CCCC2=CC1C)[N+](=O)[O-]